{1-[(2S)-1-phenoxypropan-2-yl]-1H-imidazol-4-yl}methanone O(C1=CC=CC=C1)C[C@H](C)N1C=NC(=C1)C=O